C(C)(C)(C)OC(=O)N1C[C@@H]([C@@H](CC1)OCC1CN(C1)C1=CC=CC=2N(C(N(C21)C)=O)C2C(NC(CC2)=O)=O)F (3s,4r)-4-[[1-[1-(2,6-dioxo-3-piperidinyl)-3-methyl-2-oxo-benzoimidazol-4-yl]azetidin-3-yl]methoxy]-3-fluoro-piperidine-1-carboxylic acid tert-butyl ester